NC1=NNC2=NC3=CC=CC=C3N=C21 3-Amino-1H-pyrazolo[3,4-b]quinoxaline